mono(1,1-dimethyl-2-propenyl) ether CC(C=C)(C)OC(C=C)(C)C